trans-hexene-1,6-diol C(=C\CCCCO)/O